N-propyl-1H-1,2,4-triazole C(CC)N1N=CN=C1